C1CC(=O)NC(=O)C1N Aminoglutarimide